FC=1C(=NNC1OCC1=CC=C(C=C1)CN)C1CNCCO1 [4-({[4-fluoro-3-(morpholin-2-yl)-1H-pyrazol-5-yl]oxy}methyl)phenyl]methanamine